N-(5-(5-amino-1H-pyrazol-1-yl)-1,3,4-thiadiazol-2-yl)-3-(((1R,3S)-3-hydroxycyclopentyl)oxy)-4-(3-methoxypyridin-2-yl)-2-oxo-2H-pyran-6-carboxamide NC1=CC=NN1C1=NN=C(S1)NC(=O)C1=CC(=C(C(O1)=O)O[C@H]1C[C@H](CC1)O)C1=NC=CC=C1OC